BrC1=C2C=CC(=NC2=C(C(=C1F)F)Br)O 5,8-dibromo-6,7-difluoro-quinolin-2-ol